N-(2,2-dimethyl-6-(4-((1-methyl-1H-pyrazol-4-yl)methyl)piperazin-1-yl)-2,3-dihydrobenzofuran-5-yl)pyrazolo[1,5-a]pyrimidine-3-carboxamide CC1(OC2=C(C1)C=C(C(=C2)N2CCN(CC2)CC=2C=NN(C2)C)NC(=O)C=2C=NN1C2N=CC=C1)C